CN(C1CN(CC1)C1=NC=C(C(=O)NC=2SC=C(N2)C(C)(C)C2=CC=C(C=C2)OC)C=C1)C 6-(3-(dimethylamino)pyrrolidin-1-yl)-N-(4-(2-(4-methoxyphenyl)propan-2-yl)thiazol-2-yl)nicotinamide